(3S,4R)-4-((5-fluoro-7-(5-(1-methylcyclopropyl)pyridin-2-yl)pyrrolo[2,1-f][1,2,4]triazin-2-yl)amino)tetrahydro-2H-pyran-3-ol FC=1C=C(N2N=C(N=CC21)N[C@H]2[C@@H](COCC2)O)C2=NC=C(C=C2)C2(CC2)C